C1(=CC(=CC=C1)CC#N)CC#N m-Xylylene dicyanide